C1NCC12CC(C2)CCNS(=O)(=O)C2=CC(=C(C=C2)NC2=NN1C(C(=C(C=C1)C=1C=NNC1)OCC)=N2)C N-(2-(2-azaspiro[3.3]heptan-6-yl)ethyl)-4-((8-ethoxy-7-(1H-pyrazol-4-yl)-[1,2,4]triazolo[1,5-a]pyridin-2-yl)amino)-3-methylbenzenesulfonamide